6-(chloromethyl)-1,2,4-triazine-3,5(2h,4h)-dione ClCC=1C(NC(NN1)=O)=O